C1NCC2=CC(=CC=C12)CO isoindolin-5-yl-methanol